ClC1=NC=CC(=C1)B1OC(C(O1)(C)C)(C)C 2-chloro-4-(tetramethyl-1,3,2-dioxaborolan-2-yl)pyridine